2-(5-(2-hydroxyethoxy)pyrimidin-2-yl)-6-(3-methoxy-2-methylphenyl)-5,6,7,8-tetrahydrophthalazin-1(2H)-one OCCOC=1C=NC(=NC1)N1C(C=2CCC(CC2C=N1)C1=C(C(=CC=C1)OC)C)=O